4'-(3-(4-methoxybenzyl)-7-oxo-6,7-dihydro-3H-[1,2,3]triazolo[4,5-d]pyrimidin-5-yl)-2'-nitro-[1,1'-biphenyl]-4-carboxylic acid methyl ester COC(=O)C1=CC=C(C=C1)C1=C(C=C(C=C1)C=1NC(C2=C(N1)N(N=N2)CC2=CC=C(C=C2)OC)=O)[N+](=O)[O-]